NC1=NC=NN2C1=CC=C2[C@]2([C@@H]([C@@H]([C@H](O2)COP(=O)(OC2=CC=CC=C2)N[C@@H](C)C(=O)OC2CCC2)O)O)C#N cyclobutyl ((((2R,3S,4R,5R)-5-(4-aminopyrrolo[2,1-f][1,2,4]triazin-7-yl)-5-cyano-3,4-dihydroxytetrahydrofuran-2-yl)methoxy)(phenoxy)phosphoryl)-L-alaninate